(S)-1-(4-((4-((2-fluoro-4-((2-((1,1,1-trifluoropropan-2-yl)amino)pyridin-4-yl)oxy)phenyl)amino)-7-methoxyquinazolin-6-yl)amino)piperidin-1-yl)prop-2-en-1-one FC1=C(C=CC(=C1)OC1=CC(=NC=C1)N[C@H](C(F)(F)F)C)NC1=NC=NC2=CC(=C(C=C12)NC1CCN(CC1)C(C=C)=O)OC